CC1=CC2=C(C3=CC=CC=C3C(=C2C=C1)OC1=C(C=CC=C1)C)OC1=C(C=CC=C1)C 2-methyl-9,10-ditolyloxyanthracene